ethyl hydroxysuccinate OC(C(=O)OCC)CC(=O)[O-]